N1-(1-(4-fluoro-3-(trifluoromethyl)phenyl)cyclopropyl)cyclopentane-1,2-diamine FC1=C(C=C(C=C1)C1(CC1)NC1C(CCC1)N)C(F)(F)F